[C-]#N.O[NH+]1CCCC1 hydroxypyrrolidinium cyanide